tert-butyl 6-chloro-3-fluoropicolinate ClC1=CC=C(C(=N1)C(=O)OC(C)(C)C)F